CC1=C(C=C(C=C1)C1=NC(=NS1)C)NCC(=O)N1CCC2=C(C=CC=C12)C1=NN(C=C1)C1OCCCC1 2-((2-methyl-5-(3-methyl-1,2,4-thiadiazol-5-yl)phenyl)amino)-1-(4-(1-(tetrahydro-2H-pyran-2-yl)-1H-pyrazol-3-yl)indolin-1-yl)ethan-1-one